C(C1=CC=CC=C1)N(CC(=O)O)CC(=O)O N-benzyl-iminodiacetic acid